8-fluoro-N-(1-methylcyclopropyl)-4-(1-methyltriazol-4-yl)-2-(trifluoromethyl)quinazoline-6-sulfonamide FC=1C=C(C=C2C(=NC(=NC12)C(F)(F)F)C=1N=NN(C1)C)S(=O)(=O)NC1(CC1)C